C(CCC)OC(=O)N1CC=C(CC1)C=1C=NC(=NC1)N.CON(C(=O)C1CC(C1)C(F)(F)F)C N-methoxy-N-methyl-3-(trifluoromethyl)cyclobutanecarboxamide butyl-4-(2-aminopyrimidin-5-yl)-5,6-dihydropyridine-1(2H)-carboxylate